C(CCCCCCC\C=C/CCCCCCCC)(=O)N.C(CCCCCCC\C=C/CCCCCCCC)(=O)N.[Na] sodium dioleamide